methyl (1S)-5-(4-{[(2-{[(tert-butoxy)carbonyl](methyl)amino}ethyl) (methyl)amino]methyl}-1-(oxan-2-yl)-1H-pyrazol-3-yl)-2,2-dimethylcyclohexane-1-carboxylate C(C)(C)(C)OC(=O)N(CCN(C)CC=1C(=NN(C1)C1OCCCC1)C1CCC([C@H](C1)C(=O)OC)(C)C)C